9-nitro-7,12-dihydro-5H-indolo[3,2-d][1]benzazepin-6-one [N+](=O)([O-])C=1C=C2C(=CC1)NC1=C2CC(NC2=C1C=CC=C2)=O